(2-hydroxy-prop-2-yl)thiophene-2-sulfonamide OC(C)(C)C1=C(SC=C1)S(=O)(=O)N